O1CCC(=CC1)C=1C=CC(=NC1)CNC 1-(5-(3,6-dihydro-2H-pyran-4-yl)pyridin-2-yl)-N-methyl-methylamine